Tri-Nitro-Toluene [N+](=O)([O-])C(C1=CC=CC=C1)([N+](=O)[O-])[N+](=O)[O-]